bromopropionic acid ethyl ester C(C)OC(C(C)Br)=O